1-(penta-1,4-dien-3-yl)-1H-pyrazole-5-carboxamide C=CC(C=C)N1N=CC=C1C(=O)N